FC1=C(C=C(C(=C1F)CCCCC)F)[C@H]1[C@H](CCC(=C1F)C)C(=O)OC (cis)-Methyl 2',3',5',6-tetrafluoro-5-methyl-4'-pentyl-1,2,3,4-tetrahydro-[1,1'-biphenyl]-2-carboxylate